BrC1=C(C=C(C(=C1)[N+](=O)[O-])OC)N1CCC(CC1)CN1CCN(CC1)C1=C(C=C(C=C1)NC1C(NC(CC1)=O)=O)F 3-((4-(4-((1-(2-Bromo-5-methoxy-4-nitrophenyl)piperidin-4-yl)methyl)piperazine-1-yl)-3-fluorophenyl)amino)piperidine-2,6-dione